acetylnaphthalenone C(C)(=O)C1C(C2=CC=CC=C2C=C1)=O